6-chloro-4-(4-hydroxypiperidin-1-yl)-1-methyl-2-oxo-1,2-dihydro-1,5-naphthyridine-3-carbonitrile ClC=1N=C2C(=C(C(N(C2=CC1)C)=O)C#N)N1CCC(CC1)O